COC1=CC=C(C=N1)C=1C(NC(NC1)=O)=O 5-(6-methoxypyridin-3-yl)pyrimidine-2,4(1H,3H)-dione